ClC=1C=C2C(=NC1OC)C(=C(N2C)C=2NC(=NN2)C(C#N)C)N2C=NC=C2 2-(5-(6-chloro-3-(1H-imidazol-1-yl)-5-methoxy-1-methyl-1H-pyrrolo[3,2-b]pyridin-2-yl)-4H-1,2,4-triazol-3-yl)propane-nitrile